(1R,2S)-2-(3-{[5-chloro-6-(3-hydroxyazetidin-1-yl)pyrimidin-4-yl]amino}-1H-indazol-6-yl)-5'-methoxy-1'-methyl-spiro[cyclopropan-1,3'-indol]-2'-one ClC=1C(=NC=NC1N1CC(C1)O)NC1=NNC2=CC(=CC=C12)[C@@H]1C[C@@]12C(N(C1=CC=C(C=C21)OC)C)=O